Cl.BrC=1C=NC=CC1CCl 3-bromo-4-chloromethylpyridine hydrochloride